(R)- or (S)-4-[(2-{5-[3-chloro-2-fluoro-6-(1-methylethoxy)phenyl]-1-oxidopyridin-2-yl}-3-cyclopropylpropanoyl)amino]benzoic acid ClC=1C(=C(C(=CC1)OC(C)C)C=1C=CC(=[N+](C1)[O-])[C@H](C(=O)NC1=CC=C(C(=O)O)C=C1)CC1CC1)F |o1:18|